C(C)(C)(C)OC(=O)N1C(CCC1)=C=O 2-Carbonyl-pyrrolidine-1-carboxylic acid tert-butyl ester